(2S)-4-(3-chlorophenyl)-2-(9H-fluoren-9-yl-methoxycarbonyl-amino)butanoic acid ClC=1C=C(C=CC1)CC[C@@H](C(=O)O)N(C(=O)OC)C1C2=CC=CC=C2C=2C=CC=CC12